2-(2-benzyloxy-4-bromo-5-fluoro-phenyl)-3,3,3-trifluoro-propan-1-ol C(C1=CC=CC=C1)OC1=C(C=C(C(=C1)Br)F)C(CO)C(F)(F)F